(8-methylimidazo[1,2-a]pyridin-2-yl)methylamine dihydrochloride Cl.Cl.CC=1C=2N(C=CC1)C=C(N2)CN